C1=NC=C(C2=CC=CC=C12)N1C(N(C[C@H]1C#N)C=1N=NC(=CC1)C(F)(F)F)=O (S)-3-(isoquinolin-4-yl)-2-oxo-1-(6-(trifluoromethyl)pyridazin-3-yl)imidazolidine-4-carbonitrile